Sodium Hypophosphate monohydrate O.P(=O)([O-])([O-])P(=O)([O-])[O-].[Na+].[Na+].[Na+].[Na+]